C(C)N1C[C@@H](CCC1)NC1=C2C(=C(N=N1)C1=C(C=C(C=C1)OC(F)(F)F)OC)N(N=C2)C N-[(3R)-1-ethyl-3-piperidyl]-7-[2-methoxy-4-(trifluoromethoxy)phenyl]-1-methyl-pyrazolo[3,4-d]pyridazin-4-amine